CC1N(CCC2=CC=CC=C12)C=O (1-methyl-3,4-dihydro-isoquinolin-2(1H)-yl)methanone